1,2-Diamino-5-(4-chlorophenyl)-3-(1-methyl-1H-pyrazol-4-yl)pyrazine-1-ium mesitylenesulfonate C1(=C(C(=CC(=C1)C)C)S(=O)(=O)[O-])C.N[N+]1=C(C(=NC(=C1)C1=CC=C(C=C1)Cl)C=1C=NN(C1)C)N